C1(CC1)COC1=C(C=C(C=C1)S(=O)(=O)CC)C=1C2=C(C(N(C1)C)=O)CCC2 4-[2-(cyclopropylmethoxy)-5-ethylsulfonylphenyl]-2-methyl-6,7-dihydro-5H-cyclopenta[c]pyridin-1-one